methyl-N-{[4-(4-methyl-1,3-thiazol-5-yl)-2,5-dioxoimidazolidin-4-yl]methyl}-4'-(trifluoromethyl)[biphenyl]-2-carboxamide CC1=C(C(=CC=C1)C1=CC=C(C=C1)C(F)(F)F)C(=O)NCC1(NC(NC1=O)=O)C1=C(N=CS1)C